(2,3-difluoro-4-((6-methoxy-7-(2-(methylamino)ethoxy)quinolin-4-yl)oxy)phenyl)-4-ethoxypyridine-3-carboxamide FC1=C(C=CC(=C1F)OC1=CC=NC2=CC(=C(C=C12)OC)OCCNC)C1=NC=CC(=C1C(=O)N)OCC